2-(8-fluoro-1-naphthyl)-4,4,5,5-tetramethyl-1,3,2-dioxaborolane FC=1C=CC=C2C=CC=C(C12)B1OC(C(O1)(C)C)(C)C